4-amino-3'-ethoxy-4'-(7-oxo-6,7-dihydro-3H-[1,2,3]triazolo[4,5-d]pyrimidin-5-yl)-[1,1'-biphenyl]-3-carboxylic acid NC1=C(C=C(C=C1)C1=CC(=C(C=C1)C=1NC(C2=C(N1)NN=N2)=O)OCC)C(=O)O